6-(6-amino-1-(4-aminobenzyl)-1H-pyrazolo[3,4-d]pyrimidine-4-yl)picolinonitrile NC1=NC(=C2C(=N1)N(N=C2)CC2=CC=C(C=C2)N)C2=CC=CC(=N2)C#N